1-((6-isopropoxypyridin-3-yl)methyl)piperidin C(C)(C)OC1=CC=C(C=N1)CN1CCCCC1